C(C)N1C(NC2=CC(=CC=C2C1=S)CN1CCN(C2CC12)C=1C=C(C(=NC1)C(=O)NC)F)=O 5-(5-((3-ethyl-2-oxo-4-thioxo-1,2,3,4-tetrahydroquinazolin-7-yl)methyl)-2,5-diazabicyclo[4.1.0]heptan-2-yl)-3-fluoro-N-methylpicolinamide